2-(2-(4-(methylsulfonyl)phenyl)-6-oxo-5-((3-phenylpropyl)amino)pyrimidin-1(6H)-yl)acetic acid CS(=O)(=O)C1=CC=C(C=C1)C=1N(C(C(=CN1)NCCCC1=CC=CC=C1)=O)CC(=O)O